S-(3-carbonylpropyl) thioacetate C(C)(=O)SCCC=C=O